FC1=C(C=CC(=C1)F)C1=CC(=C(C=C1)OC)NC1=NC=NC2=CC(=C(C=C12)NC(/C(=C\[C@@H]1N(CCC1)C)/F)=O)OC (R,E)-N-(4-((2',4'-difluoro-4-methoxy-[1,1'-biphenyl]-3-yl)amino)-7-methoxy-quinazolin-6-yl)-2-fluoro-3-(1-methyl-pyrrolidin-2-yl)acrylamide